BrC1=NC=CC(=C1)OCCOCCC(=O)OC(C)(C)C tert-butyl 3-[2-[(2-bromo-4-pyridyl)oxy]ethoxy]propanoate